CC1=NC(=NN1C=1C=C2C=CN(C2=CC1)CC1=CC=C(C=C1)C1C[C@@H]2[C@@H](CN(C2)C)C1)C(=O)N 5-Methyl-1-(1-(4-((3aR,5r,6aS)-2-methyloctahydrocyclopenta[c]pyrrol-5-yl)benzyl)-1H-indol-5-yl)-1H-1,2,4-triazol-3-carboxamid